ClC1=NC(=NC(=C1OC)C1=NN(C=C1)C1=CC=CC=C1)N1CCOCC1 4-(4-chloro-5-methoxy-6-(1-phenyl-1H-pyrazol-3-yl)pyrimidin-2-yl)morpholine